C12C(CC(CC1)C2)CC(=O)NC2=C(C=C(C=C2C)N2CC1=CC=C(C=C1CC2)F)C 2-(bicyclo[2.2.1]heptan-2-yl)-N-(4-(6-fluoro-3,4-dihydro-isoquinolin-2(1H)-yl)-2,6-dimethylphenyl)acetamide